(1-((1s,3s)-3-fluorocyclobutyl)-3-(4-fluorophenyl)-1H-pyrazol-4-yl)-6-iodofuro[2,3-d]pyrimidine FC1CC(C1)N1N=C(C(=C1)C=1N=CC2=C(N1)OC(=C2)I)C2=CC=C(C=C2)F